OC(C(C(=O)O)O)C(=O)O (+)-dihydroxysuccinic acid